ClC1=C(C=C(C=C1)OC)C1=CC=2NC(N(C(C2S1)=O)C1=CN=CC2=CC=C(C=C12)N1C(COCC1)=O)=O 6-(2-chloro-5-methoxyphenyl)-3-(6-(3-oxomorpholino)isoquinolin-4-yl)thieno[3,2-d]pyrimidine-2,4(1H,3H)-dione